(7-(6-(4-hydroxybutanoyl)-4-methylpyridin-3-yl)-2,6-naphthyridin-3-yl)cyclopropanecarboxamide OCCCC(=O)C1=CC(=C(C=N1)C1=NC=C2C=C(N=CC2=C1)C1(CC1)C(=O)N)C